2-[2-chloro-4-(tri-fluoromethoxy)-phenoxy]-N-(thia-diazol-5-yl)-5-(trifluoromethyl)pyridine ClC1=C(OC2N(C=C(C=C2)C(F)(F)F)C2=CN=NS2)C=CC(=C1)OC(F)(F)F